tert-butyl (2-(2-(2-(((S)-1-((2S,4R)-4-hydroxy-2-((4-(4-methylthiazole-5-yl)benzyl)carbamoyl)pyrrolidin-1-yl)-3,3-dimethyl-1-oxobutan-2-yl)amino)-2-oxoethoxy)ethoxy)ethyl)carbamate O[C@@H]1C[C@H](N(C1)C([C@H](C(C)(C)C)NC(COCCOCCNC(OC(C)(C)C)=O)=O)=O)C(NCC1=CC=C(C=C1)C1=C(N=CS1)C)=O